FC1=CC=C(C(=O)N2[C@@H](C=3N(CC2)C(=NC3C=O)C3=NC(=NS3)C)C)C=C1 (R)-7-(4-Fluorobenzoyl)-8-methyl-3-(3-methyl-1,2,4-thiadiazol-5-yl)-5,6,7,8-Tetrahydroimidazo[1,5-a]pyrazine-1-aldehyde